(2S)-1-[[2,6-dimethoxy-4-[(2-methyl-[1,1'-biphenyl]-3-yl)methoxy]phenyl]methyl]-2-piperidinecarboxylic acid COC1=C(C(=CC(=C1)OCC=1C(=C(C=CC1)C1=CC=CC=C1)C)OC)CN1[C@@H](CCCC1)C(=O)O